2-(sec-Butyl)-3-(2,2,2-trifluoroethyl)benzo[4,5]imidazo[1,2-a]pyrimidin-4(10H)-one C(C)(CC)C=1N=C2N(C(C1CC(F)(F)F)=O)C1=C(N2)C=CC=C1